CN1N=NN=C1CO (1-methyl-1H-1,2,3,4-tetrazol-5-yl)methanol